FC(OC1=CC=2N(C=C1)N=C(N2)N[C@@H]2C[C@H](CC2)NC2=CC=C(C=N2)N2C(C1=NC=CC=C1C2)=O)F 6-(6-(((1S,3S)-3-((7-(difluoromethoxy)-[1,2,4]triazolo[1,5-a]pyridin-2-yl)amino)cyclopentyl)amino)pyridin-3-yl)-5,6-dihydro-7H-pyrrolo[3,4-b]pyridin-7-one